FC(C(=O)O)(F)F.NC1=NN2C(C=C(C=C2)C=2C(=C(C(=O)NCC(C(O)C3=CC=C(C=C3)Cl)F)C(=CC2)C)F)=N1 3-(2-amino-[1,2,4]triazolo[1,5-a]pyridin-7-yl)-N-(3-(4-chlorophenyl)-2-fluoro-3-hydroxypropyl)-2-fluoro-6-methylbenzamide trifluoroacetate